NC=1C(NC2=CC(=C(N=C2C1C1=C2C=NNC2=C(C=C1)F)OCCC)C)=O 3-Amino-4-(7-fluoro-1H-indazol-4-yl)-7-methyl-6-propoxy-1H-1,5-naphthyridin-2-one